((S)-1-(((S)-4-(ethylamino)-3,4-dioxo-1-((S)-2-oxopyrrolidin-3-yl)butan-2-yl)amino)-1-oxohexan-2-yl)carbamic acid 2,2-difluoro-2-(3-fluorophenyl)-1-phenylethyl ester FC(C(C1=CC=CC=C1)OC(N[C@H](C(=O)N[C@@H](C[C@H]1C(NCC1)=O)C(C(=O)NCC)=O)CCCC)=O)(C1=CC(=CC=C1)F)F